COC(C=C)=O.[Mg].[Ca] calcium magnesium methylacrylate